(S)-5-((1,4-dioxan-2-yl)methoxy)-1,3,4-thiadiazol-2-amine O1[C@@H](COCC1)COC1=NN=C(S1)N